COC(C1=CC(=CC=C1)O[Si](C)(C)C(C)(C)C)=C1C2CC3CC(CC1C3)C2 2-[alpha-methoxy-3-(t-butyldimethylsilyloxy)benzylidene]adamantane